2H-tetrazol N=1NN=NC1